(S)-2-acetoxy-4-(((1-(4-chlorophenyl)-5-phenyl-3-((4-(trifluoromethyl)phenyl)sulfonamido)-1H-pyrazol-4-yl)methyl)amino)-N,N,N-trimethyl-4-oxobutane-1-aminium C(C)(=O)O[C@H](C[N+](C)(C)C)CC(=O)NCC=1C(=NN(C1C1=CC=CC=C1)C1=CC=C(C=C1)Cl)NS(=O)(=O)C1=CC=C(C=C1)C(F)(F)F